C(CCCCCCC)C1CC(CNC1)C(=O)OCC Ethyl 5-octylpiperidine-3-carboxylate